5,10,15,20-Tetraphenylporphyrin C1(=CC=CC=C1)C=1C2=CC=C(N2)C(=C2C=CC(C(=C3C=CC(=C(C=4C=CC1N4)C4=CC=CC=C4)N3)C3=CC=CC=C3)=N2)C2=CC=CC=C2